C1(CCCCC1)OCCOCCO 2-(2-(cyclohexyloxy)ethoxy)ethane-1-ol